2-[2,3-difluoro-4-[(5-isoquinolin-6-yl-tetrazol-2-yl)methyl]phenyl]-5-(difluoromethyl)-1,3,4-oxadiazole FC1=C(C=CC(=C1F)CN1N=C(N=N1)C=1C=C2C=CN=CC2=CC1)C=1OC(=NN1)C(F)F